1-(piperazin-1-yl)heptadecan-1-one N1(CCNCC1)C(CCCCCCCCCCCCCCCC)=O